N-Ethyl-dodecylamin C(C)NCCCCCCCCCCCC